tert-butyl (1-(15-(2-(2,6-dioxopiperidin-3-yl)-1,3-dioxoisoindolin-4-yl)-3,6,9,12-tetraoxapentadec-14-yn-1-yl)piperidin-4-yl)carbamate O=C1NC(CCC1N1C(C2=CC=CC(=C2C1=O)C#CCOCCOCCOCCOCCN1CCC(CC1)NC(OC(C)(C)C)=O)=O)=O